N1(CCNCCC1)C1=CN=C2C=CC(=NC2=C1)C1=C(N=C2N1C=CC=C2)C2=NC(=CC=C2)C 7-(1,4-diazepan-1-yl)-2-[2-(6-methyl-2-pyridyl)imidazo[1,2-a]pyridin-3-yl]-1,5-naphthyridine